CC1=C2N(C(C=C1)=O)C1(NC2=O)CCCCC1 8'-methyl-2'H-spiro[cyclohexane-1,3'-imidazo[1,5-a]pyridine]-1',5'-dione